2-(3,4-epoxycyclohexyl)ethyltrimethoxyzirconium (IV) C1(CC2C(CC1)O2)CC[Zr](OC)(OC)OC